COC=1C=C2CCN(CC2=CC1NC1=NC2=CC(=CC=C2C=N1)N1C(O[C@H](C1)CNC)=O)C |r| (S and R)-3-{2-[(6-methoxy-2-methyl-1,2,3,4-tetrahydroisoquinolin-7-yl)amino]quinazolin-7-yl}-5-[(methylamino)methyl]-1,3-oxazolidin-2-one